[Na].ClCCCO 3-chloro-1-hydroxypropane sodium